benzyl 4-((acetylthio) methyl)piperidine-1-carboxylate C(C)(=O)SCC1CCN(CC1)C(=O)OCC1=CC=CC=C1